ethyl 4-{[(cyclobutylmethyl)amino]methyl}thieno[2,3-b]pyridine-6-carboxylate C1(CCC1)CNCC1=C2C(=NC(=C1)C(=O)OCC)SC=C2